BrC=1C(=C(C(=O)O)C(=CC1)CC)F 3-bromo-6-ethyl-2-fluorobenzoic acid